(S)-N-[1'-[1-(2,3-dichlorophenyl)-2,5-dimethyl-6-oxopyrimidin-4-yl]spiro[furo[2,3-c]pyridine-2,4'-piperidin]-3-ylidene]-2-methylpropane-2-sulfinamide ClC1=C(C=CC=C1Cl)N1C(=NC(=C(C1=O)C)N1CCC2(CC1)C(C=1C(=CN=CC1)O2)=N[S@@](=O)C(C)(C)C)C